5-[4-(3-methyl-2,3,4,5-tetrahydropyridin-6-yl)phenyl]thiazole CC1CN=C(CC1)C1=CC=C(C=C1)C1=CN=CS1